N7-(3,3-difluorocyclobutyl)-2-(1-hydroxy-1-methyl-ethyl)pyrazolo[1,5-a]pyrimidine-3,7-dicarboxamide FC1(CC(C1)NC(=O)C1=CC=NC=2N1N=C(C2C(=O)N)C(C)(C)O)F